tert-butyl 2-((2-(benzyloxy)-[1,1'-biphenyl]-3-yl)methyl)-3-(N-(tert-butoxycarbonyl)ethylsulfonamido)pyrrolidine-1-carboxylate C(C1=CC=CC=C1)OC1=C(C=CC=C1CC1N(CCC1N(S(=O)(=O)CC)C(=O)OC(C)(C)C)C(=O)OC(C)(C)C)C1=CC=CC=C1